pyridine-2-yl-zinc(II) bromide [Br-].N1=C(C=CC=C1)[Zn+]